N,N-Dimethylmethyleniminium C[N+](=C)C